2-(3-acetamido-1-tetrahydropyran-2-yl-indazol-6-yl)sulfanyl-N-methyl-benzamide pentadecafluoroheptyl-phosphate FC(C(C(C(C(C(F)(F)OP(=O)(O)O)(F)F)(F)F)(F)F)(F)F)(C(F)(F)F)F.C(C)(=O)NC1=NN(C2=CC(=CC=C12)SC1=C(C(=O)NC)C=CC=C1)C1OCCCC1